5-[2-oxo-2-(2-propylpyrrolidin-1-yl)ethyl]-1-[(4-phenylphenyl)methyl]pyrrolidin-2-one O=C(CC1CCC(N1CC1=CC=C(C=C1)C1=CC=CC=C1)=O)N1C(CCC1)CCC